(((1R,2S,6R)-2-azido-6-isopropoxycyclohexyl)oxy)(tert-butyl)dimethylsilane N(=[N+]=[N-])[C@@H]1[C@H]([C@@H](CCC1)OC(C)C)O[Si](C)(C)C(C)(C)C